4-((5-Chloro-7-(2-((6,6-Dimethyl-2,4-dioxo-3-azabicyclo[3.1.0]hex-3-yl)Methyl)thieno[3,2-b]pyridin-7-yl)-1H-indol-1-yl)methyl)-1-isopropylpiperidine-4-carbonitrile ClC=1C=C2C=CN(C2=C(C1)C1=C2C(=NC=C1)C=C(S2)CN2C(C1C(C1C2=O)(C)C)=O)CC2(CCN(CC2)C(C)C)C#N